[SiH3]O[Al] siloxyaluminium